I.FC1(CCC(CC1)N)F 4,4-difluorocyclohexylamine hydroiodic acid salt